(CIS)-5-(aminomethyl)-5-(5-fluoro-6-(4-fluorophenyl)-4-(2-hydroxypropan-2-yl)pyridin-2-yl)tetrahydrofuran-3-ol NC[C@]1(C[C@@H](CO1)O)C1=NC(=C(C(=C1)C(C)(C)O)F)C1=CC=C(C=C1)F